(R)-2-(4-((6-(3-(2-Ethoxyphenoxy)piperidin-1-yl)pyrazin-2-yl)amino)phenyl)-N-(pyridin-4-ylmethyl)acetamid C(C)OC1=C(O[C@H]2CN(CCC2)C2=CN=CC(=N2)NC2=CC=C(C=C2)CC(=O)NCC2=CC=NC=C2)C=CC=C1